ClC1=C(N=C(NC1=O)C=1C=NNC1C)N1[C@@H](CNCC1)C 5-chloro-4-[(2R)-2-methylpiperazin-1-yl]-2-(5-methyl-1H-pyrazol-4-yl)-1H-pyrimidin-6-one